5-(3,3-difluoropiperidin-4-yl)-2-(2,6-dioxopiperidin-3-yl)isoindoline-1,3-dione FC1(CNCCC1C=1C=C2C(N(C(C2=CC1)=O)C1C(NC(CC1)=O)=O)=O)F